2-(1H-imidazole-1-yl)-4-(methylthio)pyrimidine N1(C=NC=C1)C1=NC=CC(=N1)SC